4-(4-nitrophenyl)-3-(phenylsulfonyl)quinoline [N+](=O)([O-])C1=CC=C(C=C1)C1=C(C=NC2=CC=CC=C12)S(=O)(=O)C1=CC=CC=C1